[Re].C1(=CC=CC=C1)C1=C2C=CC(C(=C3C=CC(=C(C=4C=CC(=C(C5=CC=C1N5)C5=CC=CC=C5)N4)C4=CC=CC=C4)N3)C3=CC=CC=C3)=N2 tetraphenylporphyrin rhenium